[3-Amino-6-(3,3-difluoropropoxy)-5-methyl-2-pyridyl]-(7-fluoro-1H-indazol-4-yl)methanone NC=1C(=NC(=C(C1)C)OCCC(F)F)C(=O)C1=C2C=NNC2=C(C=C1)F